Cl.CC=1C=C2C(=C(N1)C)NC(=C2)C2=CC(=C1C=C(N=NC1=C2)C2CCNCC2)F 7-(5,7-dimethyl-1H-pyrrolo[2,3-C]pyridin-2-yl)-5-fluoro-3-(piperidin-4-yl)cinnoline hydrochloride